2-[3-chloro-4-(difluoromethyl)phenoxy]benzene ClC=1C=C(OC2=CC=CC=C2)C=CC1C(F)F